sodium sulfosuccinic acid dimethyl ester COC(C(CC(=O)OC)S(=O)(=O)O)=O.[Na]